S-(hydroxymethyl)glutathione OCSC[C@H](NC(CC[C@H](N)C(=O)O)=O)C(=O)NCC(=O)O